4-((S)-2,2-difluoro-7-((5-methoxy-7-methyl-1H-indol-4-yl)methyl)-7-azaspiro[3.5]nonan-6-yl)-N-(1,1,1-trifluoropropan-2-yl)benzamide FC1(CC2(C1)C[C@H](N(CC2)CC2=C1C=CNC1=C(C=C2OC)C)C2=CC=C(C(=O)NC(C(F)(F)F)C)C=C2)F